NC1=NC(=C(C(=C1C#N)C=1C=C(C=CC1)C1=C(C=CC=C1)F)C#N)N1CCCCC1 2-amino-4-(2'-fluoro-[1,1'-biphenyl]-3-yl)-6-(piperidin-1-yl)pyridine-3,5-dicarbonitrile